2-(4-(4-(4,4-difluoropiperidine-1-carbonyl)phenoxy)phenyl)-2-methylpropanoic acid FC1(CCN(CC1)C(=O)C1=CC=C(OC2=CC=C(C=C2)C(C(=O)O)(C)C)C=C1)F